NC([C@H](CO)NC(=O)C1=C(OC2=C1C=C(C=C2)OCC=2SC(=CN2)C)C)=O (S)-N-(1-Amino-3-hydroxy-1-oxopropan-2-yl)-2-methyl-5-((5-methylthiazol-2-yl)methoxy)benzofuran-3-carboxamide